OCCS(=O)(=O)CC(CCCC(C(=O)NNC)(C)C=1C=C(C=NC1)C[C@@H](C(=O)OC)C)(C)C methyl (2S)-3-(5-(7-((2-hydroxyethyl)sulfonyl)-2,6,6-trimethyl-1-(2-methylhydrazineyl)-1-oxoheptan-2-yl)pyridin-3-yl)-2-methylpropanoate